CC1(CC1)NC(O[C@H]1CO[C@@H](C1)C=1C=NC(=NC1)NC1=CC=C(C=C1)S(=O)(=O)NC(=O)OC(C)(C)C)=O (3R,5S)-5-[2-({4-[(tert-butoxycarbonyl)aminosulfonyl]phenyl}amino)pyrimidin-5-yl]oxolan-3-yl N-(1-methylcyclopropyl)carbamate